5-ethyl-6-fluoro-4-(8-fluoro-2-{[(2R,7aS)-2-fluorotetrahydro-1H-pyrrolizin-7a(5H)-yl]methoxy}-4-[(2R)-2-hydroxy-2-methylcyclobutyl]pyrido[4,3-d]pyrimidin-7-yl)naphthalen-2-ol C(C)C1=C2C(=CC(=CC2=CC=C1F)O)C1=C(C=2N=C(N=C(C2C=N1)C1[C@](CC1)(C)O)OC[C@]12CCCN2C[C@@H](C1)F)F